CN(N=CC=1C=CC=2N(C3=CC=CC=C3C2C1)CC)C1=CC=CC=C1 9-ethylcarbazole-3-aldehyde-N-methyl-N-phenylhydrazone